ClC=1C=C(C=CC1)[C@@H]1[C@H](C1)C1=NC2=CC(=CC=C2C(=C1)OC)N(C(OC(C)(C)C)=O)CC=1N=C2N(C=C(C=C2)C2CC2)C1 tert-butyl (2-((1S,2S)-2-(3-chlorophenyl)cyclopropyl)-4-methoxyquinolin-7-yl)((6-cyclopropylimidazo[1,2-a]pyridin-2-yl)methyl)carbamate